2-[1-[2-(5-Cyanoisoindolin-2-yl)-6-methyl-4-oxo-chromen-8-yl]ethylamino]benzoic acid C(#N)C=1C=C2CN(CC2=CC1)C=1OC2=C(C=C(C=C2C(C1)=O)C)C(C)NC1=C(C(=O)O)C=CC=C1